N[C@@H]1CN(CC[C@H]1F)C1=NC2=C(N1CC1=CC=C(C=N1)C#N)C=C(C(=C2)C(F)(F)F)Cl 6-((2-((3R,4R)-3-amino-4-fluoro-1-piperidinyl)-6-chloro-5-(trifluoromethyl)-1H-benzimidazol-1-yl)methyl)-3-pyridinecarbonitrile